C1(=CC=C(C=C1)C(=O)C(C(C(=O)O)(O)C(=O)C1=CC=C(C=C1)C)(O)C(=O)O)C (+)-Dipara-toluoyltartaric acid